C(#N)[C@H](C[C@H]1C(NCC1)=O)NC([C@H](CC(C)C)NC(=O)C=1NC2=CC=C(C(=C2C1)OC)O)=O N-[(2S)-1-({(1S)-1-cyano-2-[(3S)-2-oxopyrrolidin-3-yl]ethyl}amino)-4-methyl-1-oxopentan-2-yl]-5-hydroxy-4-methoxy-1H-indole-2-carboxamide